CC(CO)C 2-methyl-1-Propanol